NC/C=C/C(=O)N1CCN(CC1)C1=NC=NC2=C(C(=C(C=C12)Cl)C1=CC(=CC2=CC=CC=C12)O)F (E)-4-amino-1-(4-(6-chloro-8-fluoro-7-(3-hydroxy-naphthalen-1-yl)quinazolin-4-yl)piperazin-1-yl)but-2-en-1-one